P(=O)(O[Si](C)(C)C)(O[Si](C)(C)C)O[Si](C)(C)C tris(trimethyl silyl) phosphate